BrC=1C=C(CC=2C(=NC=CC2)N)C=CC1 (3-bromobenzyl)pyridin-2-amine